C12CN(CC(N1)C2)C=2OC1=C(N2)C(=CC=C1C=1SC=CN1)C(C(F)(F)F)OCC(=O)N 2-(1-(2-(3,6-diazabicyclo[3.1.1]heptan-3-yl)-7-(thiazol-2-yl)benzo[d]oxazol-4-yl)-2,2,2-trifluoroethoxy)acetamide